Methyl 3-iodoimidazo[1,2-a]pyridine-7-carboxylate IC1=CN=C2N1C=CC(=C2)C(=O)OC